(R)-11-[2-[2-[(diethylamino)methyl]-1-piperidyl]acetyl]-5,11-dihydro-6H-pyrido[2,3-b][1,4]benzodiazepine C(C)N(CC)C[C@@H]1N(CCCC1)CC(=O)N1C2=C(NCC3=C1C=CC=C3)C=CC=N2